1,3-bis(1-methylallyloxy)-2-propanol dichlorophosphate P(=O)(Cl)(Cl)OC(COC(C=C)C)COC(C=C)C